2-(6-(1,4-dimethyl-1H-1,2,3-triazol-5-yl)-4-((3-fluoropyridin-2-yl)(tetrahydro-2H-pyran-4-yl)methyl)-3-methoxy-4H-thieno[2',3':4,5]pyrrolo[3,2-b]pyridin-2-yl)propan-2-ol CN1N=NC(=C1C=1C=C2C(=NC1)C1=C(N2C(C2CCOCC2)C2=NC=CC=C2F)C(=C(S1)C(C)(C)O)OC)C